6,7-dihydroxy-1-naphthamide OC=1C=C2C=CC=C(C2=CC1O)C(=O)N